(S)-5-(2-(4-(5-chloro-2-(1H-tetrazol-1-yl)phenyl)-2,3-dioxopiperazin-1-yl)-3-(4-nitrophenyl)propionylamino)-1-methyl-1H-indole-2-carboxylic acid tert-butyl ester C(C)(C)(C)OC(=O)C=1N(C2=CC=C(C=C2C1)NC([C@H](CC1=CC=C(C=C1)[N+](=O)[O-])N1C(C(N(CC1)C1=C(C=CC(=C1)Cl)N1N=NN=C1)=O)=O)=O)C